(2-azidoethyl)-1H-imidazole N(=[N+]=[N-])CCN1C=NC=C1